rac-2-amino-1-(3-(5-(piperidin-1-ylmethyl)-5,6-dihydro-1,4,2-dioxazin-3-yl)pyrrolidin-1-yl)ethan-1-one tert-butyl-N-[(1R,3S)-3-[(2-cyanopyridin-4-yl)amino]cyclohexyl]carbamate C(C)(C)(C)OC(N[C@H]1C[C@H](CCC1)NC1=CC(=NC=C1)C#N)=O.NCC(=O)N1CC(CC1)C1=NOCC(O1)CN1CCCCC1